3-n-hexyl-cyclohexanone oxime C(CCCCC)C1CC(CCC1)=NO